C(C)OC(=O)[C@H]1[C@@H](CCC(C1)=O)NC(=O)OC(C)(C)C |r| Racemic-trans-2-((tert-butoxycarbonyl)amino)-5-oxocyclohexane-1-carboxylic acid ethyl ester